(2S,6R)-2-(2-methoxy-4-pyridyl)-6-methyl-4-(p-tolylsulfonyl)morpholine COC1=NC=CC(=C1)[C@H]1CN(C[C@H](O1)C)S(=O)(=O)C1=CC=C(C=C1)C